ClC1=C(C=CC=C1C1=C(C(=NC=C1)C1=CC(=C(C=C1)CNC[C@H](C)O)OC)Cl)NC1=NC=CC(=C1F)CNC[C@H](C)O (S)-1-(((2-((2-chloro-3-(3-chloro-2-(4-((((S)-2-hydroxypropyl)amino)methyl)-3-methoxyphenyl)pyridin-4-yl)phenyl)amino)-3-fluoropyridin-4-yl)methyl)amino)propan-2-ol